The molecule is the (S)-(-)-enantiomer of bupivacaine. It has a role as a local anaesthetic, an adrenergic antagonist, an amphiphile, an EC 3.1.1.8 (cholinesterase) inhibitor and an EC 3.6.3.8 (Ca(2+)-transporting ATPase) inhibitor. It is a conjugate base of a levobupivacaine(1+). It is an enantiomer of a dextrobupivacaine. CCCCN1CCCC[C@H]1C(=O)NC2=C(C=CC=C2C)C